CN1N=C(C=C1C1CCC(CC1)N1CCC2(CS(C2)(=O)=O)CC1)C(F)(F)F 7-((1s,4s)-4-(1-Methyl-3-(trifluoromethyl)-1H-pyrazol-5-yl)cyclohexyl)-2-thia-7-azaspiro[3.5]nonane 2,2-dioxide